2-(4-(9,10-Di(naphthalene-2-yl)anthracene-2-yl)phenyl)-1-phenyl-1H-benzo[d]imidazole C1=C(C=CC2=CC=CC=C12)C=1C2=CC=CC=C2C(=C2C=CC(=CC12)C1=CC=C(C=C1)C1=NC2=C(N1C1=CC=CC=C1)C=CC=C2)C2=CC1=CC=CC=C1C=C2